methyl 2-amino-5-(trifluorometh-yl)benzoate NC1=C(C(=O)OC)C=C(C=C1)C(F)(F)F